N-(2,2-Dicyclopropyl-1-{5-[4,4-difluoro-1-(2,2,2-trifluoroethylcarbamoyl)cyclohexyl]-1H-imidazo[4,5-b]pyridin-2-yl}ethyl)-4-methyl-1,2,5-oxadiazole-3-carboxamide C1(CC1)C(C(C=1NC=2C(=NC(=CC2)C2(CCC(CC2)(F)F)C(NCC(F)(F)F)=O)N1)NC(=O)C1=NON=C1C)C1CC1